CN1CC(C(C(C1)C)NC(=O)C1=CC=CC=2N=CNC21)C N-(1,3,5-trimethyl-4-piperidyl)benzimidazole-4-carboxamide